NC=1C=2N(C=C(N1)C=1SC(=CN1)OC)C(=CN2)C=2C=C(C=CC2C)C(C(F)(F)F)(C)O 2-(3-(8-Amino-6-(5-methoxythiazol-2-yl)imidazo[1,2-a]pyrazin-3-yl)-4-methylphenyl)-1,1,1-trifluoropropan-2-ol